N-[5-[2-[3-[3-[tert-butyl(dimethyl)silyl]oxypropoxy]phenyl]ethynyl]-8-(methylamino)-2,7-naphthyridin-3-yl]cyclopropanecarboxamide [Si](C)(C)(C(C)(C)C)OCCCOC=1C=C(C=CC1)C#CC1=C2C=C(N=CC2=C(N=C1)NC)NC(=O)C1CC1